N-methyltetrahydro-2H-pyran-3-amine CNC1COCCC1